N1(CCC1)C(=O)OCC(OS(=O)(=O)C1=CC=C(C)C=C1)C(C)(C)C tert-butyl-(2-(tosyloxy) ethyl) azetidine-1-carboxylate